5-chloro-2-({[(5-fluoropyridin-2-yl)methyl]amino}methyl)-7,8-dihydro-6H-spiro[[1,3]oxazolo[5,4-f]quinazoline-9,1'-cyclohexan]-7-one ClC=1C=C2C(=C3C1NC(NC31CCCCC1)=O)OC(=N2)CNCC2=NC=C(C=C2)F